C1(CC1)C=1OC(=NN1)CN1N=CC2=NC=C(C=C21)C2=CC(=C(C=C2)F)C(F)F 2-Cyclopropyl-5-[[6-[3-(difluoromethyl)-4-fluoro-phenyl]pyrazolo[4,3-b]pyridin-1-yl]methyl]-1,3,4-oxadiazole